ClC1=CC=NC2=CC(=CC=C12)OCCO 2-[(4-chloroquinolin-7-yl)oxy]ethanol